C(C)C1=CC2=C(C(C=3NC4=CC(=CC=C4C3C2=O)C#N)(C)C)C=C1I 9-ethyl-8-iodo-6,6-dimethyl-11-oxo-5H,6H,11H-benzo[b]carbazole-3-carbonitrile